C(C1=CC=CC=C1)C1=CC=C(N=N1)NC(=O)C1=NN(C(CC1)=O)C N-(6-benzyl-pyridazin-3-yl)-1-methyl-6-oxo-1,4,5,6-tetrahydropyridazine-3-carboxamide